dimethylsilyl-bis(fluorenyl)zirconium C[SiH](C)[Zr](C1=CC=CC=2C3=CC=CC=C3CC12)C1=CC=CC=2C3=CC=CC=C3CC12